C(C)NCCCNC(C=C)=O acrylic acid, ethylaminopropylamide